7-((2,4-Dimethylphenyl)sulfonyl)-2-(tetrahydro-2H-pyran-4-yl)-2,7-diazaspiro[3.5]nonane CC1=C(C=CC(=C1)C)S(=O)(=O)N1CCC2(CN(C2)C2CCOCC2)CC1